2-(2,5-dihydroxy-4-methylphenyl)-5-methylbenzene-1,4-Diol OC1=C(C=C(C(=C1)C)O)C1=C(C=C(C(=C1)O)C)O